N1N=NC(=C1)C1=CC=C2C=3C=CC(=CC3CC2=C1)C=1N=NNC1C(=O)OCCOP(=O)(O)O 2-(phosphonooxy)ethyl 4-(7-(1H-1,2,3-triazol-4-yl)-9H-fluoren-2-yl)-1H-1,2,3-triazole-5-carboxylate